6-phenoxy-1,3-benzothiazol-2-amine O(C1=CC=CC=C1)C1=CC2=C(N=C(S2)N)C=C1